C1(CC1)COC=1C=C(C(=O)NC2=C(C=NC=C2Cl)Cl)C=CC1OC(F)F 3-cyclopropylmethoxy-N-(3,5-dichloro-pyridin-4-yl)-4-difluoromethoxy-benzamide